N,N,5,6-tetramethyl-6H-pyrido[4,3-b]carbazole-9-carboxamide CN(C(=O)C1=CC=2C=3C=C4C(=C(C3N(C2C=C1)C)C)C=CN=C4)C